4-amino-7-cyclopropyl-1-(pyrazin-2-yl)-quinazolin-2(1H)-one NC1=NC(N(C2=CC(=CC=C12)C1CC1)C1=NC=CN=C1)=O